[Si](C)(C)(C(C)(C)C)OCCC(=C)C1COC2(CN(C2)C(=O)OC(C)(C)C)C1 tert-Butyl 7-(4-((tert-butyldimethylsilyl)oxy)but-1-en-2-yl)-5-oxa-2-azaspiro[3.4]octane-2-carboxylate